[2H]C([2H])NC1CCC(CC1)NC(=O)C1=NNC2=CC(=CC=C12)C=1C=NC(=C(C1)C(NCC1=C(C=CC=C1)OC(F)(F)F)=O)OC N-{4-[di(deutero)methylamino]-cyclohexyl}-6-[6-methoxy-5-({[2-(trifluoromethoxy)phenyl]-methyl}carbamoyl)pyridin-3-yl]-1H-indazole-3-carboxamide